IC1=CC(=NC(=C1)N1CCOCC1)N1C[C@H](CC1)O (S)-1-(4-iodo-6-morpholinopyridin-2-yl)pyrrolidin-3-ol